N-[2-(2-amino-2-methylpropoxy)ethyl]-2-ethyl-4-[[3-[1-prop-2-enyl-3-(trifluoromethyl)pyrazol-4-yl]imidazo[1,2-a]pyrazin-8-yl]amino]benzamide NC(COCCNC(C1=C(C=C(C=C1)NC=1C=2N(C=CN1)C(=CN2)C=2C(=NN(C2)CC=C)C(F)(F)F)CC)=O)(C)C